BrC=1N=C2N(N1)C(CC2F)C2=C(C=CC=C2)F 2-bromo-7-fluoro-5-(2-fluorophenyl)-6,7-dihydro-5H-pyrrolo[1,2-b][1,2,4]triazole